methyl-N-(piperidin-4-yl)quinolin-3-amine hydrochloride Cl.CC1=NC2=CC=CC=C2C=C1NC1CCNCC1